3-(5-(((1S,2S)-2-(3-(2,4-difluorophenyl)azetidin-1-yl)cyclohexyl)oxy)-1-oxoisoindolin-2-yl)piperidine-2,6-dione FC1=C(C=CC(=C1)F)C1CN(C1)[C@@H]1[C@H](CCCC1)OC=1C=C2CN(C(C2=CC1)=O)C1C(NC(CC1)=O)=O